(2R,6R,7aS)-2-fluoro-6-hydroxytetrahydro-1H-pyrrolizine F[C@@H]1CC2=C[C@H](CN2C1)O